CC1(CCC1)NCC1=CC(=C2CNC(C2=C1)=O)C(F)(F)F 6-(((1-methylcyclobutyl)amino)methyl)-4-(trifluoromethyl)-isoindolin-1-one